3-(N-BENZYLSULFAMOYL)-4-METHOXYPHENYLBORONIC ACID C(C1=CC=CC=C1)NS(=O)(=O)C=1C=C(C=CC1OC)B(O)O